COC=1C=CC(=C2C=CN=CC12)NC(C1=CC=C(C=C1)C1CCN(CC1)C)=O N-(8-Methoxyisoquinolin-5-yl)-4-(1-methylpiperidin-4-yl)benzamide